2-(Aminomethyl)-N-((R)-1-(3-(5-((((1S,3R)-3-hydroxycyclopentyl)amino)methyl)thiophen-2-yl)phenyl)ethyl)-5-methyl-1H-benzo[d]imidazole-6-carboxamide NCC1=NC2=C(N1)C=C(C(=C2)C)C(=O)N[C@H](C)C2=CC(=CC=C2)C=2SC(=CC2)CN[C@@H]2C[C@@H](CC2)O